tert-butyl (2-((1-(4-((3-(4-(difluoromethoxy)phenyl) imidazo[1,2-a]pyrazin-8-yl)amino)phenyl)-5-oxopyrrolidin-3-yl)methoxy)ethyl)carbamate FC(OC1=CC=C(C=C1)C1=CN=C2N1C=CN=C2NC2=CC=C(C=C2)N2CC(CC2=O)COCCNC(OC(C)(C)C)=O)F